C1(CC1)NC1=NC2=CC=C(C=C2C(=N1)NC(C)C1=NC(=NO1)C)C1=CC=C(C=C1)F N2-cyclopropyl-6-(4-fluorophenyl)-N4-(1-(3-methyl-1,2,4-oxadiazol-5-yl)ethyl)quinazoline-2,4-diamine